ethyl 3-(1,3-dioxoisoindolin-2-yl)-2-oxo-propanoate O=C1N(C(C2=CC=CC=C12)=O)CC(C(=O)OCC)=O